4-(1,2,3,6-tetrahydropyridin-4-yl)benzonitrile hydrochloride Cl.N1CCC(=CC1)C1=CC=C(C#N)C=C1